N-methyl-N-(piperidin-4-yl)-6-(tetrazolo[1,5-a]pyridin-6-yl)quinazolin-2-amine CN(C1=NC2=CC=C(C=C2C=N1)C=1C=CC=2N(C1)N=NN2)C2CCNCC2